N(=[N+]=[N-])C(COC)(C)C1=CN=C(C2=CN=C(C=C12)Cl)OC1CC1 4-(2-azido-1-methoxypropan-2-yl)-6-chloro-1-cyclopropoxy-2,7-naphthyridine